CN1C(CN2C(CC1)=CC(=N2)NC=2N=CC=1CCN(CC1C2)C2=C(C1=C(OCCN1)N=C2)C)=O 6-methyl-2-[(6-{8-methyl-1H,2H,3H-pyrido[2,3-b][1,4]oxazin-7-yl}-5,6,7,8-tetrahydro-2,6-naphthyridin-3-yl)amino]-4H,5H,6H,7H,8H-pyrazolo[1,5-d][1,4]diazepin-7-one